3-(5-(2-(2H-1,2,3-triazol-2-yl)acetyl)-2-isopropoxyphenyl)-2-(piperazin-1-ylmethyl)pyrido[2,3-d]pyrimidin N=1N(N=CC1)CC(=O)C=1C=CC(=C(C1)N1C(N=C2C(=C1)C=CC=N2)CN2CCNCC2)OC(C)C